1-(4,4-difluoropiperidin-1-yl)-6,7-dihydro-5H-cyclopenta[c]pyridin-3-amine FC1(CCN(CC1)C1=NC(=CC2=C1CCC2)N)F